SULFOBETAINE C[S+](C)CC(=O)[O-]